(S)-alpha-amino-1H-Imidazole-4-propionic acid N[C@H](C(=O)O)CC=1N=CNC1